((4-hydroxybutyl)azanediyl)bis(hexane-6,1-diyl) bis(4,4-bis((2-isopropyl-5-methylhexyl)oxy)butanoate) C(C)(C)C(COC(CCC(=O)OCCCCCCN(CCCCCCOC(CCC(OCC(CCC(C)C)C(C)C)OCC(CCC(C)C)C(C)C)=O)CCCCO)OCC(CCC(C)C)C(C)C)CCC(C)C